N-(4-Fluoro-benzyl)-3-[3-(4-methoxy-benzyl)-3H-imidazo[4,5-b]pyridin-2-yl]-N-methyl-propionamide FC1=CC=C(CN(C(CCC2=NC=3C(=NC=CC3)N2CC2=CC=C(C=C2)OC)=O)C)C=C1